C(C)OC(=O)C1=C(NC(=N[C@H]1C1=C(C(=CC=C1)F)C)C=1SC=CN1)CN1CC(C2NCCC21)(F)F 4-(((S)-5-(ethoxycarbonyl)-6-(3-fluoro-2-methylphenyl)-2-(thiazol-2-yl)-3,6-dihydropyrimidin-4-yl)methyl)-6,6-difluorohexahydropyrrolo[3,2-b]pyrrol